FC(F)C1=NN(C(=C1C(=O)N)F)C (difluoromethyl)-5-fluoro-1-methyl-pyrazole-4-carboxamide